2-[2,4,6-triketo-5-[4-[4-(trifluoromethoxy)phenoxy]phenyl]hexahydropyrimidin-5-yl]-2,7-diazaspiro[3.4]octane-7-carboxylic acid tert-butyl ester C(C)(C)(C)OC(=O)N1CCC2(CN(C2)C2(C(NC(NC2=O)=O)=O)C2=CC=C(C=C2)OC2=CC=C(C=C2)OC(F)(F)F)C1